C(C=C)(=O)OCCC[Si](OC)(OC)OC acryloxypropyltriMethoxysilane